2-(tert-butoxycarbonylamino)-4-[(2-fluoro-3-methoxy-propyl)-[4-(5,6,7,8-tetrahydro-1,8-naphthyridin-2-yl)butyl]amino]butanoic acid C(C)(C)(C)OC(=O)NC(C(=O)O)CCN(CCCCC1=NC=2NCCCC2C=C1)CC(COC)F